CN(C)\C=N\C(=O)CNC(OC(C)(C)C)=O tert-butyl N-({[(1E)-(dimethylamino)methylidene]carbamoyl}methyl)carbamate